4,5-dihydro-1,3-oxazepine O1C=NCCC=C1